[5-(2,5-dimethyl-phenyl)-3-trifluoromethyl-pyrazol-1-yl]benzenesulfonamide CC1=C(C=C(C=C1)C)C1=CC(=NN1C1=C(C=CC=C1)S(=O)(=O)N)C(F)(F)F